1-((1S,4S)-2,5-diazabicyclo[2.2.1]heptan-2-yl)ethan-1-one hydrochloride Cl.[C@@H]12N(C[C@@H](NC1)C2)C(C)=O